N-(4-(2-(7,8-dimethyl-[1,2,4]triazolo[1,5-a]pyridin-6-yl)-3-isopropyl-1H-indol-5-yl)cyclohexyl)oxetan-3-amine CC1=C(C=2N(C=C1C=1NC3=CC=C(C=C3C1C(C)C)C1CCC(CC1)NC1COC1)N=CN2)C